NC1=CC(=NC(N1O)=N)Cl 6-amino-1,2-dihydro-1-hydroxy-2-imino-4-chloropyrimidine